6-amino-9-(4-(((3,3-difluorocyclobutyl)amino)methyl)benzyl)-2-(pentyl-amino)-9H-purin-8-ol NC1=C2N=C(N(C2=NC(=N1)NCCCCC)CC1=CC=C(C=C1)CNC1CC(C1)(F)F)O